C(C)OC(=O)N1N=C(C2=C1CN(C2)C(C)(C)C)N 5-(tert-butyl)-3-amino-4,6-dihydropyrrolo[3,4-c]pyrazole-1-carboxylic acid ethyl ester